C(C)OC(=O)C=1C=NN(C1)CC=1C(=NC(=CC1)F)C.N(=C=O)C1=C(C=CC(=C1)C)C(=O)C1=CC=CC=C1 (2-isocyanato-4-methylphenyl)(phenyl)methanone Ethyl-1-[(6-fluoro-2-methylpyridin-3-yl)methyl]-1H-pyrazole-4-carboxylate